7,8-DIHYDROBENZO[E]PYRIDO[3,4-C]AZOCINE-2,5(3H,6H)-DIONE C=1C(NC=C2C(NCCC3=C(C21)C=CC=C3)=O)=O